C[C@@]1(OCC2=C1N=C(N=C2)C(=O)N[C@H]2COC1=C(NC2=O)C(=CC(=C1)F)F)CCC (7R)-7-methyl-7-propyl-N-[(3S)-6,8-difluoro-4-oxo-3,5-dihydro-2H-1,5-benzoxazepin-3-yl]-5H-furo[3,4-d]pyrimidine-2-carboxamide